C(C)O[Si](CCCC1C(=O)OC(C1)=O)(OCC)OCC 3-triethoxysilylpropyl-succinic anhydride